N[C@@H](CC(=O)NCC(=O)OC)C1=CC=C(C=C1)S(=O)(=O)CC methyl (S)-2-(3-amino-3-(4-(ethylsulfonyl)phenyl)propionamido)acetate